1,3-diazidopropane N(=[N+]=[N-])CCCN=[N+]=[N-]